C(C1=CC=CC=C1)OC(=O)N[C@@H](C(=O)OC)CNC(C1=CC(=C(C(=C1)F)C)CC)=O (R)-methyl 2-(((benzyloxy)carbonyl)amino)-3-(3-ethyl-5-fluoro-4-methylbenzamido)propanoate